N-(4-(4-amino-7-cyano-3-(3-methoxy-4-(pyrimidin-2-yloxy)phenyl)-1-methyl-1H-pyrrolo[3,2-c]pyridin-2-yl)phenyl)acrylamide NC1=NC=C(C2=C1C(=C(N2C)C2=CC=C(C=C2)NC(C=C)=O)C2=CC(=C(C=C2)OC2=NC=CC=N2)OC)C#N